C1(=CC=CC=C1)S(=O)(=O)C1=CC=2C(=NOC2C(=O)OCCCC)C=C1 butyl 5-(phenylsulfonyl)benzo[c]isoxazole-3-carboxylate